C[C@@]1([C@H](O)[C@H](O)[C@@H](CO)O1)N1C(=NC=2C(N)=NC=NC12)C(NC)=O methyl-8-C-methylcarbamoyl-adenosine